[Si](C1=CC=CC=C1)(C1=CC=CC=C1)(C(C)(C)C)OCCOCCN 2-[2-[tert-butyl(diphenyl)silyl]oxyethoxy]ethanamine